C1(=CC=CC=C1)C(C(=O)C1=CC=CC=C1)=O diphenyl diketone